C1=C2C(=CC=C1)N=C1C2=C2N=C3C=CC=CC3=C2C=C1 Indolo[3,2-A]carbazole